4-(4-(4-((2,6-dioxopiperidin-3-yl)amino)phenyl)piperidine-1-carbonyl)piperidin O=C1NC(CCC1NC1=CC=C(C=C1)C1CCN(CC1)C(=O)C1CCNCC1)=O